2-(2H-benzotriazol-2-yl)-4-methyl-6-(2-methyl-3-(1,3,3,3-tetramethyl-(trimethylsilyloxy)disiloxanyl)propyl)phenol N=1N(N=C2C1C=CC=C2)C2=C(C(=CC(=C2)C)CC(C[Si](O[Si](C)(C)C)(C)O[Si](C)(C)C)C)O